NC1=NC=CC=C1C1=NC=2C(=NC(=CC2)N2N=CC=C2)N1C=1C=C2CC[C@@H](C2=C(C1)F)NC(C1=CC(=C(C=C1)O)C=O)=O N-[(1S)-5-[2-(2-aminopyridin-3-yl)-5-(pyrazol-1-yl)imidazo[4,5-b]pyridin-3-yl]-7-fluoro-2,3-dihydro-1H-inden-1-yl]-3-formyl-4-hydroxybenzamide